Tert-butyl N-[1-(5-chloro-2-nitrophenyl)-4-diazo-3-oxobutan-2-yl]carbamate ClC=1C=CC(=C(C1)CC(C(C=[N+]=[N-])=O)NC(OC(C)(C)C)=O)[N+](=O)[O-]